2-dimethylamino-3-thiosulfopropane CN(C(C)CS(=S)(=O)O)C